[Na+].[Na+].C(C)OCCCN(S(=O)(=O)[O-])S(=O)(=O)[O-] N-(3-ethoxypropyl)imidodisulfuric acid disodium salt